trans-N-((4-(2-(4-chlorophenoxy)acetamido)cyclohexyl)methyl)-2-(4-chlorophenyl)-2-methylpropanamide ClC1=CC=C(OCC(=O)N[C@@H]2CC[C@H](CC2)CNC(C(C)(C)C2=CC=C(C=C2)Cl)=O)C=C1